2-bromo-6,7,8,9-tetrahydro-5H-benzo[7]annulen-5-amine BrC=1C=CC2=C(CCCCC2N)C1